CC1=C(NC2=CC(=C(C=C12)C)[N+](=O)[O-])C(=O)N1CCC(CC1)C=1C=C2CN(C(C2=CC1)=O)C1C(NC(CC1)=O)=O 3-(5-(1-(3,5-dimethyl-6-nitro-1H-indole-2-carbonyl)piperidin-4-yl)-1-oxoisoindolin-2-yl)piperidine-2,6-dione